C1C(CC12CCOCC2)CS(=O)(=O)[O-] 7-oxaspiro[3.5]nonan-2-ylmethanesulfonate